2-chloro-N-methyl-5-(5-nitroindoline-1-carbonyl)-N-phenylbenzenesulfonamide ClC1=C(C=C(C=C1)C(=O)N1CCC2=CC(=CC=C12)[N+](=O)[O-])S(=O)(=O)N(C1=CC=CC=C1)C